C1(CCCCC1)N1N=C(N=C1C1=CC=C(C=C1)C(C)C)CN1CCC(CC1)(C)C 1-((1-cyclohexyl-5-(4-isopropylphenyl)-1H-1,2,4-triazol-3-yl)methyl)-4,4-dimethylpiperidine